ClC=1C(=C(C(=CC1)C(F)F)C=1C(=NC=CN1)C(=O)NC=1C=NN(C1)[C@@H](C)C=1C=NC(=NC1)N1C([C@@H]2C[C@@H]2C1)=O)F (3-chloro-6-(difluoromethyl)-2-fluorophenyl)-N-(1-((S)-1-(2-((1R,5S)-2-oxo-3-azabicyclo[3.1.0]hex-3-yl)pyrimidin-5-yl)ethyl)-1H-pyrazol-4-yl)pyrazine-2-carboxamide